3',6'-dihydro[2,4'-bipyridine]-1'(2'H)-carboxylate N1=C(C=CC=C1)C=1CCN(CC1)C(=O)[O-]